O=C1C=2NC(=NC2N=C(N1CCC)C(F)(F)F)C=1C=NN(C1)CC#CC=1C=C(C(=O)O)C=CC1 3-{3-[4-(6-Oxo-1-propyl-2-trifluoromethyl-6,7-dihydro-1H-purin-8-yl)-pyrazol-1-yl]-prop-1-ynyl}-benzoic acid